2-(5-chloro-2-hydroxy-3-(nicotinoyloxy)benzylideneamino)-3-(4-hydroxyphenyl)propanoic acid ClC=1C=C(C(=C(C=NC(C(=O)O)CC2=CC=C(C=C2)O)C1)O)OC(C1=CN=CC=C1)=O